CC1=C(C=CC(=C1)Cl)N=CN(C)C The molecule is a carboxamidine, a formamidine insecticide, a formamidine acaricide and a member of monochlorobenzenes. It has a role as an antifeedant.